7-{6-methyl-4-[(1-methylcyclopropyl)amino]furo[2,3-d]pyrimidine-5-carbonyl}-5,6,7,8-tetrahydro-1,7-naphthyridin-4-ol CC1=C(C2=C(N=CN=C2NC2(CC2)C)O1)C(=O)N1CCC=2C(=CC=NC2C1)O